[Li].O1COCC1 dioxolane-lithium salt